ethyl 1-[5-fluoro-6-(4-methylpyrazol-1-yl)pyrimidin-4-yl]piperidine-4-carboxylate FC=1C(=NC=NC1N1N=CC(=C1)C)N1CCC(CC1)C(=O)OCC